ClC1=C(C=C(C=C1)Cl)C1=NC(=NO1)C=1C(=NC=C(C1)C=1C=NN(C1)C1CCNCC1)N 3-(5-(2,5-dichlorophenyl)-1,2,4-Oxadiazol-3-yl)-5-(1-(piperidin-4-yl)-1H-pyrazol-4-yl)pyridin-2-amine